2-(2-Isopropylphenyl)-N-(4-(pyridin-2-yl)benzyl)-5-(trifluoromethyl)pyrimidin-4-amine C(C)(C)C1=C(C=CC=C1)C1=NC=C(C(=N1)NCC1=CC=C(C=C1)C1=NC=CC=C1)C(F)(F)F